L-Arginine-13C6 N[13C@@H]([13CH2][13CH2][13CH2]N[13C](N)=N)[13C](=O)O